N-[5-(3-fluorophenoxy)pyridin-2-yl]-1-methyl-6-oxo-1,6-dihydropyridine-3-carboxamide FC=1C=C(OC=2C=CC(=NC2)NC(=O)C2=CN(C(C=C2)=O)C)C=CC1